2-methyl-6-bromo-4-methoxypyrazolo[1,5-a]pyridine-3-carbonitrile CC1=NN2C(C(=CC(=C2)Br)OC)=C1C#N